1-(4-(2-chloroethyl)phenyl)-2-methylpropan-1-one ClCCC1=CC=C(C=C1)C(C(C)C)=O